NC1=C(C(=C(C=C1Cl)Cl)F)C1=C(C=C2C(=NC=NN2C1=O)N1[C@H](CN(CC1)C#N)C)C(F)(F)F (S)-4-(7-(2-amino-3,5-dichloro-6-fluorophenyl)-8-oxo-6-(trifluoromethyl)-8H-pyrido[2,1-f][1,2,4]triazin-4-yl)-3-methylpiperazine-1-carbonitrile